COC(C1=C(C(=C(C=C1)Br)C(F)(F)F)C)=O methyl-4-bromo-3-(trifluoromethyl)benzoic acid methyl ester